CN1C=C(C2=CC=CC=C12)C=1C(NC2=CC=C(C=C2C1)C1=CC=C(C=C1)N1CCN(CC1)C(C)C)=O 3-(1-methyl-1H-indol-3-yl)-6-{4-[4-(propan-2-yl)piperazin-1-yl]phenyl}-1,2-dihydro-quinolin-2-one